FC1=C(NC2=CC=CC(=N2)S(=O)(=O)NC(=O)C=2C(=NC=CC2)N2C(CC(C2)C)(C)C)C(=CC=C1)F N-[[6-(2,6-Difluoroanilino)-2-pyridyl]sulfonyl]-2-(2,2,4-trimethylpyrrolidin-1-yl)pyridin-3-carboxamid